4-(3-(tert-butoxy)-3-oxopropyl)-2-chlorobenzoic acid methyl ester COC(C1=C(C=C(C=C1)CCC(=O)OC(C)(C)C)Cl)=O